fluoro-alpha-methylbenzyl alcohol FC(C1=CC=CC=C1)(C)O